4-acryloyl-2-(2-chlorophenyl)-3,4-dihydro-2-phenyl-benzo[f][1,4]Thiazepine-5(2H)-one C(C=C)(=O)N1CC(SC2=C(C1=O)C=CC=C2)(C2=CC=CC=C2)C2=C(C=CC=C2)Cl